FC(C(F)(F)F)(C1=NC=CC=C1)F 2-(perfluoroethyl)pyridin